FC1=CC=C(C=C1)C1=CC=2C(=NC=C(N2)C(=O)N2CC(CCC2)COC2=C(C=CC=C2)C(F)(F)F)N1C (6-(4-fluorophenyl)-5-methyl-5H-pyrrolo[2,3-b]pyrazin-2-yl)(3-((2-(trifluoromethyl)phenoxy)methyl)piperidin-1-yl)methanone